FC1=CC=C(C=C1)C1=CC=C(C(=N1)C1=NN(C=C1)C)C1CN(CC1)C(C=C)=O 1-(3-(6-(4-fluorophenyl)-2-(1-methyl-1H-pyrazol-3-yl)pyridin-3-yl)pyrrolidin-1-yl)prop-2-en-1-one